2,2'-azo-bis(2-amidinopropane) N(=NC(C)(C)C(N)=N)C(C)(C)C(N)=N